N1=C(C=CC=C1)C=1C(=C(C=CC1)C=1C(=CC=CC1)C1=CC=CC=C1)C1=CC=CC=2C3=CC=CC=C3C3=CC=CC=C3C12 (pyridinyl)(triphenyleneyl)terbenzene